N-[(2S)-5-[[(1R,2S)-2-(4-fluorophenyl)cyclopropyl]amino]-1-oxo-1-(1H-1,2,3-triazin-1-yl)pentan-2-yl]-4-(pyrimidin-2-yl)benzamide FC1=CC=C(C=C1)[C@H]1[C@@H](C1)NCCC[C@@H](C(N1NN=CC=C1)=O)NC(C1=CC=C(C=C1)C1=NC=CC=N1)=O